ClC=1C(=NC=CC1)N1N=C(C=C1C(=O)NC=1C(=CC=2N(C1C(=O)NCCC(C)C)N=CC2)C)OC 6-(1-(3-Chloropyridin-2-yl)-3-methoxy-1H-pyrazol-5-carboxamido)-N-isopentyl-5-methylpyrazolo[1,5-a]pyridin-7-carboxamid